CBZ-Piperazine C(=O)(OCC1=CC=CC=C1)N1CCNCC1